methyl (3R,4S)-1-methyl-2-oxo-4-[6-(trifluoromethyl)-3-pyridinyl]-3-pyrrolidinecarboxylate CN1C([C@@H]([C@H](C1)C=1C=NC(=CC1)C(F)(F)F)C(=O)OC)=O